2,3-diphenyl-cycloprop-2-ene-1-thione sodium m-chlorophenyl-sulfamate ClC=1C=C(C=CC1)NS([O-])(=O)=O.[Na+].C1(=CC=CC=C1)C=1C(C1C1=CC=CC=C1)=S